CS(=O)(=O)OC(C)C=1OC=C(C(C1)=O)OCC1=CC=CC=C1 1-(5-(benzyloxy)-4-oxo-4H-pyran-2-yl)ethyl methanesulfonate